CNCC1=C(C=CC=C1)C1=CC=C(C(=N1)CO)N1C[C@H](CC1)OC1=NC=C(C=C1)C (S)-(6-(2-((methylamino)methyl)phenyl)-3-(3-(5-methylpyridin-2-yloxy)pyrrolidin-1-yl)pyridin-2-yl)methanol